7-((3R,4R)-4-((3,4-dihydro-2H-benzo[b][1,4]dioxepin-7-yl)oxy)-3-fluoropiperidin-1-yl)-8-methyl-4H-pyrimido[1,2-b]pyridazin-4-one O1C2=C(OCCC1)C=C(C=C2)O[C@H]2[C@@H](CN(CC2)C=2C(=CC=1N(N2)C(C=CN1)=O)C)F